2-amino-1-(3-hydroxy-2,6-dimethylphenyl)-5-methyl-1H-pyrrolo[3,2-H]isoquinoline-3-carboxamide NC1=C(C=2C=C(C=3C=CN=CC3C2N1C1=C(C(=CC=C1C)O)C)C)C(=O)N